[2H]C(C=1C(=C(C(=C(C1[2H])C([2H])([2H])[2H])[2H])O)[2H])([2H])[2H] 3,5-bis(trideuteromethyl)-2,4,6-trideuterophenol